3,6-dichloro-4-(1,1-difluoroethyl)pyridazine ClC=1N=NC(=CC1C(C)(F)F)Cl